CC(C)(C)OC(NCCNCC1(N(OC(C1)=O)CCCC)C(F)(F)F)=O 1,1-dimethylethyl-N-[2-({2-butyl-3-(trifluoromethyl)-5-oxo-3-isoxazolyl}methylamino)ethyl]carbamate